tert-butyl N-[4-[methoxy(methyl)carbamoyl]cyclohexyl]carbamate CON(C(=O)C1CCC(CC1)NC(OC(C)(C)C)=O)C